2-(1-(Cyclopropylmethyl)-1H-benzo[d]imidazol-2-yl)ethan-1-amine dihydrochloride Cl.Cl.C1(CC1)CN1C(=NC2=C1C=CC=C2)CCN